N-(1-Methylpiperidin-4-yl)-2'-(5-phenyl-1H-imidazol-2-yl)-3,4'-bipyridin-5-amine trifluoroacetate salt FC(C(=O)O)(F)F.CN1CCC(CC1)NC=1C=C(C=NC1)C1=CC(=NC=C1)C=1NC(=CN1)C1=CC=CC=C1